C(C)(C)(C)OC(NC1=CNC2=CC=C(C=C12)[C@@H]1C[C@H](C1)OC1=CC=C(C=C1)C(F)(F)F)=O (5-(trans-3-(4-(trifluoromethyl)phenoxy)cyclobutyl)-1H-indol-3-yl)carbamic acid tert-butyl ester